N'-(4-trifluoromethylphenyl)-2-((4-oxo-2-phenyl-4H-benzopyran-3-yl)oxy)acethydrazide FC(C1=CC=C(C=C1)NNC(COC1=C(OC2=C(C1=O)C=CC=C2)C2=CC=CC=C2)=O)(F)F